(S)-2-((2S,5R)-2-carbamoyl-3-methyl-7-oxo-1,6-diazabicyclo[3.2.1]Oct-3-en-6-yloxy)-2-fluoroacetic acid pent-3-yl ester CCC(CC)OC([C@H](F)ON1[C@@H]2C=C([C@H](N(C1=O)C2)C(N)=O)C)=O